2-(5-chloro-3-cyano-4,6-dimethylpyridin-2-ylamino)-N-(4-fluorophenyl)-N-methylacetamide ClC=1C(=C(C(=NC1C)NCC(=O)N(C)C1=CC=C(C=C1)F)C#N)C